ClC1=CC2=C(NC(=N2)CO)C=C1Cl (5,6-dichloro-1H-benzo[d]imidazol-2-yl)methanol